ClCC(=O)C1SC2(N(C1=O)CC=1OC(=CC1)C1=CC=CC=3C=COC31)CCNCC2 (2-chloroacetyl)-4-((5-(benzofuran-7-yl)furan-2-yl)methyl)-1-thia-4,8-diazaspiro[4.5]decan-3-one